CC(C(=O)[O-])(C)C.[Rh+2].CC(C(=O)[O-])(C)C rhodium(II) trimethylacetate